6-(6-(6-methylpyridin-2-yl)-2,3-dihydro-1H-imidazo[1,2-a]imidazol-5-yl)-[1,2,4]triazolo[1,5-a]pyridine CC1=CC=CC(=N1)C=1N=C2N(CCN2)C1C=1C=CC=2N(C1)N=CN2